NC=1C=C(C=CC1NC[C@H]1OCC1)CC(=O)OC Methyl (S)-2-(3-amino-4-((oxetan-2-ylmethyl)amino)phenyl)acetate